ClC1=CC(=C(C=N1)C1=NC=C(C=C1)C(=O)N1CCOCC1)NC1CCC(CC1)NC(OC(C)(C)C)=O tert-Butyl ((1s,4s)-4-((6'-chloro-5-(morpholine-4-carbonyl)-[2,3'-bipyridin]-4'-yl)amino)cyclohexyl)carbamate